C(CCCCCCCCCCCCCCCCCCC)(=O)OCC(OC(CCCCCCCCCCCCCCCCCCC)=O)COP(=O)([O-])OCC[N+](C)(C)C 1,2-di-arachidoyl-glycero-3-Phosphocholine